(S)-10-Acryloyl-3-((R)-2-amino-7-fluorobenzo[d]thiazol-4-yl)-2-fluoro-8,8a,9,10,11,12-hexahydro-7H,14H-pyrazino[1',2':5,6][1,5]diazocino[3,2,1-hi]indol-14-one C(C=C)(=O)N1C[C@H]2N(C(C=3C=C(C(=C4C=CN(C34)CC2)C2=CC=C(C3=C2N=C(S3)N)F)F)=O)CC1